tert-butyl 3-(((4-(trifluoromethyl)phenyl)amino)methyl)piperazine-1-carboxylate FC(C1=CC=C(C=C1)NCC1CN(CCN1)C(=O)OC(C)(C)C)(F)F